ClC=1N=CC=C2C1N(C=C2I)C 7-chloro-3-iodo-1-methyl-1H-pyrrolo[2,3-c]pyridine